CN(CC)[Hf](C1C=CC=C1)(N(C)CC)N(C)CC tri(methyl-ethyl-amino)cyclopentadienyl-hafnium